3-butyl-6-((5-(cyclopropylmethanesulfonyl)-1,3,4-oxadiazol-2-yl)methoxy)isobenzofuran-1(3H)-one C(CCC)C1OC(C2=CC(=CC=C12)OCC=1OC(=NN1)S(=O)(=O)CC1CC1)=O